Cl(=O)(=O)(=O)OC1=CC=CC=C1 phenol perchlorate